C(C)(=O)C=1C=C(C2=CC=CC=C2C1O)S(=O)(=O)NC(=O)C=1C=C(C(=O)O)C=CN1 2-(((3-acetyl-4-hydroxynaphthalen-1-yl)sulfonyl)carbamoyl)isonicotinic acid